COC=1C=C2[C@]3(C(NC2=CC1)=O)[C@@H](C3)C3=CC=C1C(=NNC1=C3)NC3=NC=NN3C (1R,2S)-5'-methoxy-2-(3-((1-methyl-1H-1,2,4-triazol-5-yl)amino)-1H-indazol-6-yl)spiro[cyclopropane-1,3'-indolin]-2'-one